ethyl 5-[4-(benzyloxy)piperidin-1-yl]-2-bromo-1,3-thiazole-4-carboxylate C(C1=CC=CC=C1)OC1CCN(CC1)C1=C(N=C(S1)Br)C(=O)OCC